C(C)(C)(C)OC(=O)N1C[C@@H](CC1)C(NC1=NN(C2=CC=C(C=C12)C1=C(C=C(C(=C1)C(=O)OC)N)Cl)C(C1=CC=CC=C1)(C1=CC=CC=C1)C1=CC=CC=C1)=O (3R)-3-({5-[4-amino-2-chloro-5-(methoxycarbonyl)phenyl]-1-trityl-1H-indazol-3-yl}carbamoyl)-pyrrolidine-1-carboxylic acid tert-butyl ester